COC1=CC=C(C=C1)C1=CN=C(N1C)C(=O)OCC Ethyl 5-(4-methoxyphenyl)-1-methyl-imidazole-2-carboxylate